ClC=1C=C2C(=NC(=NC2=CC1)C)N1CC=2C=C(C=NC2CC1)C=1C=CC(=NC1)N(C)C 5-[6-(6-chloro-2-methyl-quinazolin-4-yl)-7,8-dihydro-5H-1,6-naphthyridin-3-yl]-N,N-dimethyl-pyridin-2-amine